ammonium chloride, sodium salt [Na].[Cl-].[NH4+]